porphyrin chlorid methyl-6-amino-5-cyano-2-(2-methoxy-2-oxoethyl)-4-(3-aminophenyl)-4H-pyran-3-carboxylate COC(=O)C1=C(OC(=C(C1C1=CC(=CC=C1)N)C#N)N)CC(=O)OC.[Cl-].C12=CC=C(N1)C=C1C=CC(=N1)C=C1C=CC(N1)=CC=1C=CC(N1)=C2